2-(9-nitro-5-oxopyrido[2',3':4,5]pyrimido[1,2-a]indol-11(5H)-ylidene)hydrazine-1-carbothioamide [N+](=O)([O-])C1=CC=2C(C=3N(C2C=C1)C(C1=C(N3)N=CC=C1)=O)=NNC(N)=S